C[C@@H]1CN(CCC1)S(=O)(=O)C1=CC=C(C=C1)NC(NCC=1C=NC=CC1)=O 3-{4-[(3S)-3-methylpiperidine-1-sulfonyl]phenyl}-1-(pyridin-3-ylmethyl)urea